FC=1C=C(C=C(C1)C(F)(F)F)NC(=O)[C@H]1[C@H]2C[C@@H]([C@@H]([C@@H]1C1=CC(=CC=C1)C(F)(F)F)O2)O |r| rac-(1r,2r,3s,4r,5s)-N-(3-fluoro-5-(trifluoromethyl)phenyl)-5-hydroxy-3-(3-(trifluoromethyl)phenyl)-7-oxabicyclo[2.2.1]heptane-2-carboxamide